N-(1-ethyl-2-oxo-1,2-dihydrobenzo[cd]indol-6-yl)thiophene-2-sulfonamide C(C)N1C(C2=C3C(C(=CC=C13)NS(=O)(=O)C=1SC=CC1)=CC=C2)=O